(8-amino-[1,2,4]triazolo[1,5-a]pyrazin-6-yl)benzonitrile NC=1C=2N(C=C(N1)C1=C(C#N)C=CC=C1)N=CN2